ethyl 4-cyano-2-((4-fluoro-2-methoxy-phenyl)amino)-benzoate C(#N)C1=CC(=C(C(=O)OCC)C=C1)NC1=C(C=C(C=C1)F)OC